C(C)(C)(C)C=1C(=C(C=C(C1)C(C)(C)C)N(C1=CC=C(C(=O)OC)C=C1)CC)OCC Methyl 4-[(3,5-di-tert-butyl-2-ethoxyphenyl)(ethyl)amino]benzoate